N-[(1S)-1-[(1S)-6-bromoindan-1-yl]-2-[4-(3,5-dimethyl-1H-pyrazol-4-yl)anilino]-2-oxo-ethyl]-2-methyl-pyrazole-3-carboxamide BrC1=CC=C2CC[C@@H](C2=C1)[C@@H](C(=O)NC1=CC=C(C=C1)C=1C(=NNC1C)C)NC(=O)C=1N(N=CC1)C